(S)-4-(2-(4-(3-methoxybenzyl)thiazol-2-yl)-2-pivaloylaminoethyl)phenylaminosulfonic acid COC=1C=C(CC=2N=C(SC2)[C@H](CC2=CC=C(C=C2)NS(=O)(=O)O)NC(C(C)(C)C)=O)C=CC1